BrC=1C=C2C(=NC(=NC2=CC1)Cl)NCC=1C=NC=C(C1)Cl 6-bromo-2-chloro-N-((5-chloropyridin-3-yl)methyl)quinazolin-4-amine